6-methyl-4-(methylthio)-2-oxo-1,2-dihydropyridine-3-Al CC1=CC(=C(C(N1)=O)C=O)SC